OC=1C=CC=2C=3C(=COC2C1C(=O)N1CCCC2=CC=CC=C12)CCC3 7-Hydroxy-6-(1,2,3,4-tetrahydroquinoline-1-carbonyl)-2,3-dihydrocyclopenta[c]chromen